NCP(OC1=CC=CC=C1)(OCC(CCCC)CC)=O monophenyl 2-ethylhexyl aminomethylphosphonate